C(C)(C)(C)C1=C(N)C(=CC(=C1)C)C(C)(C)C 2,6-di-tert-butyl-p-toluidine